O[C@@]1(CCC2C3CCC4=CC(C=C[C@@]4(C3=CC[C@]12C)C)=O)C(CO)=O (10S,13S,17R)-17-hydroxy-17-(2-hydroxyacetyl)-10,13-dimethyl-6,7,8,10,12,13,14,15,16,17-decahydro-3H-cyclopenta[a]phenanthren-3-one